3-[[2-chloro-5-(trifluoromethyl)pyrimidin-4-yl]amino]cyclobutanol ClC1=NC=C(C(=N1)NC1CC(C1)O)C(F)(F)F